C1(=CC=CC=C1)C(=C)OS(=O)(=O)C1=CC=C(C=C1)F 1-phenylvinyl-4-fluorobenzenesulfonate